3-(3-chloro-4-((2-(2,3-dihydrobenzo[b][1,4]dioxin-6-yl)pyrrolidin-1-yl)methyl)phenyl)pyridine ClC=1C=C(C=CC1CN1C(CCC1)C1=CC2=C(OCCO2)C=C1)C=1C=NC=CC1